N-Ethyl-7-(3-(4-fluoro-2,6-dimethylphenoxy)-5-methylphenyl)-5-methyl-4-oxo-4,5-dihydrothieno[3,2-c]pyridine-2-carboxamide C(C)NC(=O)C1=CC=2C(N(C=C(C2S1)C1=CC(=CC(=C1)C)OC1=C(C=C(C=C1C)F)C)C)=O